C(=O)C1=NC=CC(=C1)NC(C(C)(C)C)=O N-(formyl-pyridin-4-yl)-2,2-dimethyl-propionamide